COC=1C=C(C(=O)NC)C=CC1NCC#CC=1N=C2N(C=CC=C2N[C@@H]2CC=3N(CC2)N=CC3)C1SC(F)(F)F (S)-3-methoxy-N-methyl-4-((3-(8-((4,5,6,7-tetrahydropyrazolo[1,5-a]pyridin-5-yl)amino)-3-((trifluoromethyl)thio)imidazo[1,2-a]pyridin-2-yl)prop-2-yn-1-yl)amino)benzamide